(1S,3R)-3-{3-[(1,2-oxazol-5-ylacetyl)amino]-1H-pyrazol-5-yl}cyclopentylbutylcarbamate O1N=CC=C1CC(=O)NC1=NNC(=C1)[C@H]1C[C@H](CC1)CCCCNC([O-])=O